(R)-N-((S)-1'-(5-bromo-3-methylpyrazin-2-yl)-1,3-dihydrospiro[indene-2,4'-piperidin]-1-yl)-2-methylpropane-2-sulfinamide BrC=1N=C(C(=NC1)N1CCC2(CC1)[C@@H](C1=CC=CC=C1C2)N[S@](=O)C(C)(C)C)C